C(=O)[C@]12N(C(C[C@@H]2C1)=O)C(=O)OC(C)(C)C t-butyl (1S,5S)-1-formyl-3-oxo-2-azabicyclo[3.1.0]hexane-2-carboxylate